2-(pyrrolidin-3-yloxymethyl)pyridine dihydrochloride Cl.Cl.N1CC(CC1)OCC1=NC=CC=C1